C1(CC1)C1=NC=2N(C=C1)C(=CN2)S(=O)(=O)NC2=NC(=C(C=C2F)OC(F)F)OC 7-cyclopropyl-N-[5-(difluoromethoxy)-3-fluoro-6-methoxy-2-pyridyl]imidazo[1,2-a]pyrimidine-3-sulfonamide